FC(=CC[Si])F difluoroallyl-silicon